COC=1C=C(C=CC1OC)C=1N=C2N(C(C1)=O)C=CC=C2C 2-(3,4-dimethoxyphenyl)-9-methyl-4H-pyrido[1,2-a]pyrimidin-4-one